C(#N)C(C(=O)OCC(COC(C(=C(C1=CC=CC=C1)C1=CC=CC=C1)C#N)=O)(COC(C(=C(C1=CC=CC=C1)C1=CC=CC=C1)C#N)=O)COC(C(=C(C1=CC=CC=C1)C1=CC=CC=C1)C#N)=O)=C(C1=CC=CC=C1)C1=CC=CC=C1 1,3-bis[(2-cyano-3,3-diphenylacryloyl)oxy]-2,2-bis[[(2-cyano-3,3-diphenylacryloyl)oxy]methyl]propane